The molecule is a naphthalenesulfonic acid that is naphthalene-2,7-disulfonic acid substituted by hydroxy groups at positions 4 and 5. It has a role as an indicator. It is a naphthalenesulfonic acid and a member of naphthalenediols. C1=C2C=C(C=C(C2=C(C=C1S(=O)(=O)O)O)O)S(=O)(=O)O